FC1=C(C=C(C=C1)F)C1OC(=C(C1=O)OS(=O)(=O)CC1=CC=CC=C1)N 2-(2,5-difluorophenyl)-4-[[phenylmethylsulfonyl]oxy]-5-amino-3(2H)-furanone